[Cl-].[Cl-].C1(C=CC2=CC=CC=C12)[Zr+2] (indenyl)zirconium dichloride